(E)-1,5-dimethyl-6-(2,4,6-trimethoxystyryl)-1,5-dihydro-4H-pyrazolo[3,4-d]pyrimidine-4-one CN1N=CC2=C1N=C(N(C2=O)C)\C=C\C2=C(C=C(C=C2OC)OC)OC